tert-butyl ((1S,2S,4S)-2-((2-(2,6-dioxo-1-((2-(trimethylsilyl)ethoxy)methyl)piperidin-3-yl)-1-oxoisoindolin-5-yl)methyl)-4-fluorocyclohexyl)carbamate O=C1N(C(CCC1N1C(C2=CC=C(C=C2C1)C[C@@H]1[C@H](CC[C@@H](C1)F)NC(OC(C)(C)C)=O)=O)=O)COCC[Si](C)(C)C